4-(benzyloxy)-3-nonyl-2H-pyrazole C(C1=CC=CC=C1)OC1=C(NN=C1)CCCCCCCCC